methyl 1-((5-(3-(2,6-dichlorophenyl)azetidin-1-yl)pyridin-2-yl)methyl)piperidine-4-carboxylate ClC1=C(C(=CC=C1)Cl)C1CN(C1)C=1C=CC(=NC1)CN1CCC(CC1)C(=O)OC